1,1'-(pentane-1,5-diyl)bis(1-pentylpiperidinium) C(CCCC[N+]1(CCCCC1)CCCCC)[N+]1(CCCCC1)CCCCC